N-octylmethylamine C(CCCCCCC)NC